FC=1C(=C(C(=O)NCC(=C)C)C=C(C1F)CC1=C(C(=NC=C1)NS(=O)(=O)NC)F)NC1=C(C=C(C=C1)I)F 3,4-difluoro-5-((3-fluoro-2-((N-methylaminosulfonyl)amino)pyridin-4-yl)methyl)-2-((2-fluoro-4-iodophenyl)amino)-N-(2-methylallyl)benzamide